CON(C(CCCCCCCCCC=CCC=CCCCCC)=O)C N-methoxy-N-methyl-eicosa-11,14-dienamide